spiro[cyclopropane-1,8'-indeno[1,2-d][1,3]dioxin]-6'(7'H)-one O1COCC2=C1C1=CC3(CC(C1=C2)=O)CC3